1-(Trifluoromethyl)propyl-hydrazine hydrochloride Cl.FC(C(CC)NN)(F)F